C1(=CC=CC=C1)C=1C=2N(C=C(N1)C#N)C=CN2 8-phenylimidazo[1,2-a]pyrazine-6-carbonitrile